ClC1=C(C=CC(=C1)C)C=1C=CC(=C(C(=O)O)C1)OCCN1CCS(CC1)(=O)=O 5-(2-chloro-4-methylphenyl)-2-[2-(1,1-dioxo-1,4-thiazinan-4-yl)ethoxy]benzoic acid